CC1(CN(CC1)C1=NC=CC=N1)CN1C(O[C@]2(C1)C[C@H](CCC2)CN2C=NC1=C2C=C(C=C1)C#N)=O 1-[((5S,7S)-3-{[3-methyl-1-(2-pyrimidinyl)-3-pyrrolidinyl]methyl}-2-oxo-1-oxa-3-azaspiro[4.5]dec-7-yl)methyl]-1H-benzimidazole-6-carbonitrile